C(C1=CC=CC=C1)N1C[C@H](CC1)NC=1C(=CC(=NC1)S(=O)(=O)N(C1=NC(=CC=C1)F)CC1=C(C=C(C=C1)OC)OC)C (S)-5-((1-Benzylpyrrolidin-3-yl)amino)-N-(2,4-dimethoxybenzyl)-N-(6-fluoropyridin-2-yl)-4-methylpyridine-2-sulfonamide